2-vinyl-2-methyl-1,3-dioxolane C(=C)C1(OCCO1)C